(Z)-5-((1H-pyrrolo[2,3-c]pyridin-3-yl)methylene)-3-ethyl-2-thioxooxazolidin-4-one N1C=C(C=2C1=CN=CC2)\C=C/2\C(N(C(O2)=S)CC)=O